2,6-dichloro-3-(3-(4-chlorophenyl)azetidin-1-yl)benzoic acid ClC1=C(C(=O)O)C(=CC=C1N1CC(C1)C1=CC=C(C=C1)Cl)Cl